C(C)(C)(C)OC(C(C1=CC=CC=C1)N(CCC)[C@@H]1CC2=CC=CC(=C2CC1)OC)=O 2-(((S)-5-methoxy-1,2,3,4-tetrahydronaphthalen-2-yl)(n-propyl)amino)-2-phenylacetic acid tert-butyl ester